(3R,4R)-4-(pyridine-4-amido)pyrrolidin-3-yl 4-(2-fluoro-6-hydroxy-3-methoxybenzoyl)benzoate FC1=C(C(=O)C2=CC=C(C(=O)O[C@@H]3CNC[C@H]3NC(=O)C3=CC=NC=C3)C=C2)C(=CC=C1OC)O